COC(=O)[C@@H]1[C@H]2C([C@H]2CN1C(=O)[C@H]1N(CC2=CC=CC=C2C1)C(=O)OC(C)(C)C)(C)C tert-butyl (S)-3-((1r,2S,5S)-2-(methoxycarbonyl)-6,6-dimethyl-3-azabicyclo[3.1.0]hexane-3-carbonyl)-3,4-dihydroisoquinoline-2(1H)-carboxylate